C1(=CC=CC=C1)C(=O)[N+](=O)[O-] phenyl-nitroketone